ClC1=CC=C(C(=N1)C(=O)N)O[C@H](C)C=1C=C(C=C2C(C(=C(OC12)C=1C=NN2C1N=CC=C2)C)=O)C 6-Chloro-3-[(1R)-1-(3,6-dimethyl-4-oxo-2-pyrazolo[1,5-a]pyrimidin-3-yl-chromen-8-yl)ethoxy]pyridine-2-carboxamide